CN1C(C2=CC(=CC=C2C1)C=1C=C2C=3CCCC(C3NC2=CC1)N[C@H](C)C1=CC=CC=C1)=O 2-methyl-6-(1-(((R)-1-phenylethyl)amino)-2,3,4,9-tetrahydro-1H-carbazol-6-yl)isoindoline-1-one